FC=1C(=CC(=NC1)C=1C=C2CN(C(C2=CC1)=O)C1C(NC(CC1)=O)=O)CN1C(CC1)C1=CC=CC=C1 3-(5-(5-fluoro-4-((2-phenylazetidin-1-yl)methyl)pyridin-2-yl)-1-oxoisoindolin-2-yl)piperidine-2,6-dione